C(C)C=1C=NC2=CC3=C(C=C2C1)OCCC1N(C3=O)[C@@H](CN(C1)C=1C=CC(=NC1)C(=O)OC)OC methyl (R)-5-(10-ethyl-l-1-methoxy-14-oxo-1,2,4,4a,5,6-hexahydro-3H,14H-pyrazino[1',2':5,6][1,5]oxazocino[2,3-g]quinolin-3-yl)picolinate